Cl.FC=1C(=CC(=NC1)OC)C1=C(N=C(C=2N1N=CC2)N2CCC1(CC2)[C@@H](C=2C(=NC=CC2)C1)N)C (5S)-1'-[7-(5-fluoro-2-methoxy-4-pyridyl)-6-methyl-pyrazolo[1,5-a]pyrazin-4-yl]spiro[5,7-dihydrocyclopenta[b]pyridine-6,4'-piperidine]-5-amine hydrochloride